N1N=CC=2C(=CC=CC12)C(=O)[O-] Z-indazole-4-carboxylate